1-(4-(2-(3,4-dimethoxyphenyl)-3-isopropyl-1H-indol-5-yl)piperidin-1-yl)-2-((1-(hydroxymethyl)cyclopentyl)amino)ethan-1-one COC=1C=C(C=CC1OC)C=1NC2=CC=C(C=C2C1C(C)C)C1CCN(CC1)C(CNC1(CCCC1)CO)=O